O1C(=CC2=C1C=CC=C2)C2=CC(=NC(=N2)C2=CNC1=NC=C(C=C12)F)NC1C(C2CCC1CC2)C(=O)O (+/-)-trans-3-((6-(benzofuran-2-yl)-2-(5-fluoro-1H-pyrrolo[2,3-b]pyridin-3-yl)pyrimidin-4-yl)amino)bicyclo[2.2.2]octane-2-carboxylic acid